ethyl 2-{[(tert-butoxycarbonyl)(methyl)amino]amino}-2-cyclobutylacetate C(C)(C)(C)OC(=O)N(C)NC(C(=O)OCC)C1CCC1